[N+](=O)([O-])C1=C(C=CC(=C1)S(N)(=O)=O)N[C@H](CCN1CCN(CC1)C(=O)OC(C)(C)C)CSC1=CC=CC=C1 (R)-tert-butyl 4-(3-((2-nitro-4-sulfamoylphenyl)amino)-4-(phenylthio)butyl)piperazine-1-carboxylate